N1(N=CC=C1)CCC(=O)O 3-pyrazol-1-yl-propionic acid